C1(CC1)C=1NC(=NN1)C1CC2(CN(C2)C(=O)N2CCC(CC2)NS(=O)(=O)C2=CC=C(C=C2)F)C1 N-[1-[6-(5-cyclopropyl-4H-1,2,4-triazol-3-yl)-2-azaspiro[3.3]heptane-2-carbonyl]-4-piperidyl]-4-fluoro-benzenesulfonamide